N1C=NC2=C1C=C(C=C2)C#N 1H-benzimidazole-6-carbonitrile